CC(CCC)CCCC(CCCCCC)C 4,8-DIMETHYL-TETRADECANE